FC(CNCC1=CC=2N(C(=C1)C1=CC=C(C#N)C=C1)N=CN2)F 4-(7-{[(2,2-difluoroethyl)amino]methyl}-[1,2,4]triazolo[1,5-a]pyridin-5-yl)benzonitrile